3-(aminomethyl)-4-hydroxypyrrolidine-1-carboxylic acid tert-butyl ester C(C)(C)(C)OC(=O)N1CC(C(C1)O)CN